C[C@@H](CC)NC(O[C@H]1C[C@H](CC1)C1=CC(=NN1)NC(CC=1SC(=CN1)OC)=O)=O (1R,3S)-3-(3-{[(5-methoxy-1,3-thiazol-2-yl)acetyl]amino}-1H-pyrazol-5-yl)cyclopentyl (2S)-butan-2-ylcarbamate